(R)-4-(2-(3,10-dimethyl-2,3,4,4a,5,6-hexahydro-1H-pyrazino[1,2-a]quinolin-8-yl)-5H-pyrrolo[2,3-b]pyrazin-7-yl)-N-(2-hydroxy-2-methylpropyl)-N-methylbenzamide CN1C[C@@H]2N(C3=C(C=C(C=C3CC2)C=2N=C3C(=NC2)NC=C3C3=CC=C(C(=O)N(C)CC(C)(C)O)C=C3)C)CC1